C1NCCC=2C3=CC(OC)=CC=C3NC12 Pinoline